3-(5-Fluoro-2-isopropoxyphenyl)-4,6-dihydropyrrolo[3,4-c]pyrazole-5(1H)-carbonitrile FC=1C=CC(=C(C1)C=1C2=C(NN1)CN(C2)C#N)OC(C)C